(R)-2-((tert-Butoxycarbonyl)amino)-2-cyclopropylacetic acid methyl ester COC([C@@H](C1CC1)NC(=O)OC(C)(C)C)=O